[4-methyl-3-[[3-(9H-purin-6-yl)-2-pyridyl]amino]phenyl]oxazole-4-carboxamide CC1=C(C=C(C=C1)C=1OC=C(N1)C(=O)N)NC1=NC=CC=C1C1=C2N=CNC2=NC=N1